L-4,4'-dimethylbiphenyl CC1=CC=C(C=C1)C1=CC=C(C=C1)C